(3s)-3-{[((1s)-1-ethoxycarbonyl)-3-phenylpropyl]amino}-2,3,4,5-tetrahydro-2-oxo-1H-1-benzazepine-1-acetic acid C(C)OC(=O)C(CCN[C@@H]1C(N(C2=C(CC1)C=CC=C2)CC(=O)O)=O)C2=CC=CC=C2